tert-butyl 4-(6-bromo-4-fluoro-1,3-benzoxazol-2-yl)piperidine-1-carboxylate BrC1=CC2=C(N=C(O2)C2CCN(CC2)C(=O)OC(C)(C)C)C(=C1)F